FCCN1C=CC=2C1=NC=CC2C=O [1-(2-fluoranylethyl)pyrrolo[2,3-b]pyridin-4-yl]methanone